(2-thienyl)-D-alanine S1C(=CC=C1)N[C@H](C)C(=O)O